FC(S(=O)(=O)OC1=NC(=C(C2=CC=CC(=C12)F)C1=C(C=C(C=C1OCCOC)F)F)C1=NN2C([C@H](NCC2)C)=C1)(F)F (R)-4-(2,4-difluoro-6-(2-methoxyethoxy)phenyl)-8-fluoro-3-((R)-4-methyl-4,5,6,7-tetrahydropyrazolo[1,5-a]pyrazin-2-yl)isoquinolin-1-yl trifluoromethanesulfonate